4-(3-fluoro-5-isobutyl-2-(2H-tetrazol-5-yl)phenyl)-1-(pyridazin-3-ylmethyl)pyridin-2(1H)-one FC=1C(=C(C=C(C1)CC(C)C)C1=CC(N(C=C1)CC=1N=NC=CC1)=O)C=1N=NNN1